(2-fluorophenyl)-5-methoxy-((5-(4-methoxy-3-methylphenyl)thiophen-2-yl)methyl)benzofuran-2-carboxamide FC1=C(C=CC=C1)C1=C(C=CC2=C1C(=C(O2)C(=O)N)CC=2SC(=CC2)C2=CC(=C(C=C2)OC)C)OC